6-amino-9-[(4-bromophenyl)methyl]-2-[S(S)-ethylsulphonyl]-N-methyl-8-oxo-N-propyl-purine-7-carboxamide NC1=C2N(C(N(C2=NC(=N1)S(=O)(=O)CC)CC1=CC=C(C=C1)Br)=O)C(=O)N(CCC)C